COC(=O)[C@H]1NCC2(C1)OCCCC2 (3S)-6-oxa-2-azaspiro[4.5]decane-3-carboxylic acid methyl ester